1,2,4,5,6,7-hexamethyl-4,5,6,7-tetrahydroindenyl-trimethyltitanium CC1C(=C(C=2C(C(C(C(C12)C)C)C)C)[Ti](C)(C)C)C